C1(CC1)C1=NC=NC(=C1C1=NN2C(N(C(CC2)=O)CC2=CC(=C(C=C2)C=2N(C=C(N2)C(F)(F)F)CC)F)=N1)OC(F)F 2-(4-cyclopropyl-6-(difluoromethoxy)pyrimidin-5-yl)-4-(4-(1-ethyl-4-(trifluoromethyl)-1H-imidazol-2-yl)-3-fluorobenzyl)-6,7-dihydro-[1,2,4]triazolo[1,5-a]pyrimidin-5(4H)-one